N-[3-cyano-4-(5,5-dimethyl-1,3,2-dioxaborolan-2-yl)-7-fluoro-benzofuran-2-yl]carbamic acid tert-butyl ester C(C)(C)(C)OC(NC=1OC2=C(C1C#N)C(=CC=C2F)B2OC(CO2)(C)C)=O